3-Methoxy-7-{6-methyl-3-[1-(tetrahydrofuran-3-ylmethyl)-1H-pyrazol-4-yl]pyridin-2-yl}cinnolin COC=1N=NC2=CC(=CC=C2C1)C1=NC(=CC=C1C=1C=NN(C1)CC1COCC1)C